CO.[Ti+4] titanium (IV) methanol